2-hydroxypropane-1,3-diyl bis(2-methylpropanoate) CC(C(=O)OCC(COC(C(C)C)=O)O)C